NC1=NC=CC2=C1N(C(N2[C@H]2CN(CCC2)C(C=C)=O)=O)C2=CC=C(C=C2)OC2=CC=CC=C2 4-amino-1,3-dihydro-1-((3R)-1-(1-oxo-2-propen-1-yl)-3-piperidinyl)-3-(4-phenoxyphenyl)-2H-imidazo(4,5-c)pyridin-2-one